BrC=1C=CC(=NC1)O[C@@H]1CC[C@H](CC1)C1=NN=C(N1C1=CC=C(C=C1)Cl)C trans-5-Bromo-2-(4-(4-(4-chlorophenyl)-5-methyl-4H-1,2,4-triazol-3-yl)cyclohexyloxy)pyridin